FC1(CC=C(CC1)C1=NC=CC(=C1NC(=O)C=1C=NC(=NC1)C(C)C)C1=NC=CC=C1)F N-(2'-(4,4-difluorocyclohex-1-en-1-yl)-[2,4'-bipyridin]-3'-yl)-2-isopropylpyrimidine-5-carboxamide